3,8,8-triphenyl-1,6-dioxaspiro[4.4]non-3-en-2-one C1(=CC=CC=C1)C=1C(OC2(C1)OCC(C2)(C2=CC=CC=C2)C2=CC=CC=C2)=O